3-(4-pyridinyl)-1,2,4-oxadiazole-5-carboxylic acid ethyl ester C(C)OC(=O)C1=NC(=NO1)C1=CC=NC=C1